C1=CC=CC=2[Se]C3=CC=CC=C3N(C12)C1=CC=C(C=C1)B(O)O 4-(10H-phenoselenazine-10-yl)phenylboronic acid